(4-(((R)-1-(3-amino-5-(trifluoromethyl)phenyl)ethyl)amino)-2-methyl-6-(methylamino)quinazolin-7-yl)(tetrahydro-1H-furo[3,4-c]pyrrol-5(3H)-yl)methanone NC=1C=C(C=C(C1)C(F)(F)F)[C@@H](C)NC1=NC(=NC2=CC(=C(C=C12)NC)C(=O)N1CC2C(C1)COC2)C